C1(=CC=CC2=CC=CC=C12)[C@@H](C)N1CCC(CC1)N(C(C(C)C)=O)CC(=O)NCC(=O)NC/C=C/C(=O)OC methyl (R,E)-4-(2-(2-(N-(1-(1-(naphthalen-1-yl)ethyl)piperidin-4-yl)isobutyramido)acetamido)acetamido)but-2-enoate